3-cyclopropyl-N-methyl-1-(3-(2-methylthiazol-5-yl)isoquinolin-8-yl)-5,6-dihydroimidazo[1,5-a]pyrazine-7(8H)-carboxamide C1(CC1)C1=NC(=C2N1CCN(C2)C(=O)NC)C=2C=CC=C1C=C(N=CC21)C2=CN=C(S2)C